tert-butyl 4-[3-[[5-(4,4,5,5-tetramethyl-1,3,2-dioxaborolan-2-yl)-2-pyridyl] oxy]cyclobutoxy]piperidine-1-carboxylate CC1(OB(OC1(C)C)C=1C=CC(=NC1)OC1CC(C1)OC1CCN(CC1)C(=O)OC(C)(C)C)C